FC(OC1=C(C=C(C=C1)OC1=CC(=CC=C1)C(N(C)C)=O)C1=NN(C=C1NC(=O)C=1C=NN2C1N=CC=C2)C)F N-[3-[2-(difluoromethoxy)-5-[3-(dimethylcarbamoyl)phenoxy]phenyl]-1-methyl-pyrazol-4-yl]pyrazolo[1,5-a]pyrimidine-3-carboxamide